5-chloro-N-(6-(fluoro(piperidin-4-ylidene)methyl)pyridin-2-yl)picolinamide ClC=1C=CC(=NC1)C(=O)NC1=NC(=CC=C1)C(=C1CCNCC1)F